C(C)N1CC(CCC1)N 1-ethyl-piperidin-3-amine